1-(4-hydroxyphenyl)-3-(3-methoxyphenyl)-2-propen-1-one OC1=CC=C(C=C1)C(C=CC1=CC(=CC=C1)OC)=O